2-[4-[[(1s,3s)-3-hydroxycyclopentyl]amino]phthalazin-1-yl]-5-methylsulfonyl-phenol O[C@@H]1C[C@H](CC1)NC1=NN=C(C2=CC=CC=C12)C1=C(C=C(C=C1)S(=O)(=O)C)O